CON=C1CN[C@@H](C1)C(C)(C)O (S)-5-(2-Hydroxypropan-2-yl)pyrrolidin-3-one O-methyloxime